C(C)(C)(C)C=1C=C2C=CC(=CC2=CC1)B1OC(C(O1)(C)C)(C)C 2-(6-(tert-butyl)naphthalen-2-yl)-4,4,5,5-tetramethyl-1,3,2-dioxaborolane